(+/-)-N7-methyl-N5-(3-methyl-1H-pyrazol-4-yl)-3-phenyl-2,3-dihydrobenzofuran-5,7-dicarboxamide CNC(=O)C1=CC(=CC=2[C@H](COC21)C2=CC=CC=C2)C(=O)NC=2C(=NNC2)C |r|